1-(3-(1-(cyclopentylamino)ethyl)phenyl)-3-(3-(2-methoxyethyl)-2,4-dioxo-1-(2-(piperidin-1-yl)ethyl)-1,2,3,4-tetrahydroquinazolin-6-yl)urea C1(CCCC1)NC(C)C=1C=C(C=CC1)NC(=O)NC=1C=C2C(N(C(N(C2=CC1)CCN1CCCCC1)=O)CCOC)=O